3-(3-Ethoxy-4-propoxyphenyl)-1-[4-(4-hydroxypiperidin-1-yl)phenyl]prop-2-en-1-one C(C)OC=1C=C(C=CC1OCCC)C=CC(=O)C1=CC=C(C=C1)N1CCC(CC1)O